Methyl-3-oxo-cyclobutane-1-carboxylic acid methyl ester COC(=O)C1(CC(C1)=O)C